BrC1=C(C=C(N)C=C1)I 4-bromo-3-iodoaniline